benzyl-(S)-7-(1-amino-5-(tert-butoxy)-1,5-dioxopentan-2-yl)-5-fluoro-6-oxo-7,8-dihydro-2H,6H-spiro[furo[2,3-e]isoindole-3,4'-piperidine] C(C1=CC=CC=C1)N1CCC2(CC1)COC1=C3CN(C(C3=C(C=C12)F)=O)[C@H](C(=O)N)CCC(=O)OC(C)(C)C